1-(5-bromo-1,2-thiazol-3-yl)methanamine BrC1=CC(=NS1)CN